FCC(C)(C)NC(C(=O)C1=C(C(=C(N1C)C)C(=O)NC1=CC(=C(C=C1)F)C)C)=O 5-(2-((1-fluoro-2-methylpropan-2-yl)amino)-2-oxoacetyl)-N-(4-fluoro-3-methylphenyl)-1,2,4-trimethyl-1H-pyrrole-3-carboxamide